6-((4-((2-(dimethylamino)-4-phenylthiazol-5-yl)oxy)pyridin-2-yl)amino)-N-methylnicotinamide CN(C=1SC(=C(N1)C1=CC=CC=C1)OC1=CC(=NC=C1)NC1=NC=C(C(=O)NC)C=C1)C